C12=CC=C(N1)C=C1C=CC(=N1)C=C1C=CC(N1)=CC=1C=CC(N1)=C2.[Fe+3] iron(III) porphine